Di(4-t-butyl-3-hydroxy-2,6-dimethylbenzyl)thiodipropionat C(C)(C)(C)C1=C(C(=C(COC(CCSCCC(=O)OCC2=C(C(=C(C=C2C)C(C)(C)C)O)C)=O)C(=C1)C)C)O